ClC1C2=C(N(S(C3=C1C=CC(=C3)S(=O)(=O)C)(=O)=O)C)C=CC=C2 11-Chloro-6-methyl-3-(methylsulfonyl)-6,11-dihydrodibenzo[c,f][1,2]thiazepine 5,5-dioxide